7-(trifluoromethyl)-1,2,3,4-tetrahydro-quinoline FC(C1=CC=C2CCCNC2=C1)(F)F